5-(1-acetyl-piperidin-4-yloxy)-2-nitro-benzamide C(C)(=O)N1CCC(CC1)OC=1C=CC(=C(C(=O)N)C1)[N+](=O)[O-]